FC(OC1=C(C=C(C=C1)C(CO)O)C1=NN(C=C1NC(=O)C=1C=NN2C1N=CC=C2)CC(N(C)C)=O)F N-[3-[2-(difluoromethoxy)-5-(1,2-dihydroxyethyl)phenyl]-1-[(dimethylcarbamoyl)methyl]-1H-pyrazol-4-yl]pyrazolo[1,5-a]pyrimidine-3-carboxamide